3-(2-methyl-4-(1-(4-((trifluoromethyl)sulfonyl)phenyl)-1H-1,2,4-triazol-3-yl)phenyl)urea CC1=C(C=CC(=C1)C1=NN(C=N1)C1=CC=C(C=C1)S(=O)(=O)C(F)(F)F)NC(N)=O